24-[cyclopropyl-(Hydroxy)methyl]-5α-cholan-3β-ol C1(CC1)C(CCC[C@@H](C)[C@H]1CC[C@H]2[C@@H]3CC[C@H]4C[C@H](CC[C@]4(C)[C@H]3CC[C@]12C)O)O